FC=1C=C(CC=2C=C3C(=NNC3=CC2)NC(C2=CC=C(C=C2)N2CCN(CC2)C2CN(C2)CC=2C=C3C(N(C(C3=CC2)=O)C2C(NC(CC2)=O)=O)=O)=O)C=C(C1)F N-(5-(3,5-difluorobenzyl)-1H-indazol-3-yl)-4-(4-(1-((2-(2,6-dioxopiperidin-3-yl)-1,3-dioxoisoindolin-5-yl)methyl)azetidin-3-yl)piperazin-1-yl)benzamide